[1-[4-[Methyl(tetrahydropyran-4-yl)amino]-5-oxido-6,7-dihydrothieno[3,2-d]pyrimidin-5-ium-2-yl]azetidin-3-yl]-2-methylpyrimidin-5-carboxylat CN(C=1C2=C(N=C(N1)N1CC(C1)OC(=O)C=1C=NC(=NC1)C)CC[S+]2[O-])C2CCOCC2